N-(4-methylbenzyl)-2-(1-methylpiperidin-4-yl)benzo[d]thiazole-6-carboxamide CC1=CC=C(CNC(=O)C2=CC3=C(N=C(S3)C3CCN(CC3)C)C=C2)C=C1